7-chloro-4-(2-(1-(2-(4,5-dimethyl-1H-imidazol-1-yl)pyridin-4-yl)ethylidene)hydrazineyl)quinazoline ClC1=CC=C2C(=NC=NC2=C1)NN=C(C)C1=CC(=NC=C1)N1C=NC(=C1C)C